Cl.N1CCC(CC1)C1=NNC2=NC=C(C=C21)C(=O)OC Methyl 3-(Piperidin-4-yl)-1H-pyrazolo[3,4-b]pyridine-5-carboxylate Hydrochloride